ClCC=1C=NC=CC1 3-(chloromethyl)-pyridine